Guanosine 5'-vinylphosphonate C(=C)P(O)(=O)OC[C@@H]1[C@H]([C@H]([C@@H](O1)N1C=NC=2C(=O)NC(N)=NC12)O)O